tert-butyl 4-(7-bromo-2-[[(tert-butoxy)carbonyl] [2-(dimethylamino)ethyl]amino]-6-chloroquinazolin-4-yl)piperazine-1-carboxylate BrC1=C(C=C2C(=NC(=NC2=C1)N(CCN(C)C)C(=O)OC(C)(C)C)N1CCN(CC1)C(=O)OC(C)(C)C)Cl